rac-(2r,3s,4s,5r)-3-(3,4-difluoro-2-methoxyphenyl)-1,4,5-trimethyl-5-(trifluoromethyl)pyrrolidine-2-carboxylic acid FC=1C(=C(C=CC1F)[C@H]1[C@@H](N([C@]([C@H]1C)(C(F)(F)F)C)C)C(=O)O)OC |r|